3-(aminomethyl)cyclopentan-1-ol NCC1CC(CC1)O